4-((7-fluoro-1-methyl-1H-benzo[d][1,2,3]triazol-5-yl)oxy)-3-methylaniline FC1=CC(=CC2=C1N(N=N2)C)OC2=C(C=C(N)C=C2)C